C(C)(C)(C)OC(=O)N[C@H](C(=O)OC)CC[S@](=O)(=N)CCCC(F)(F)F Methyl (S)-2-((tert-butoxycarbonyl)amino)-4-((S)-4,4,4-trifluorobutylsulfonimidoyl)butanoate